F[C@H]1[C@@H](CN(CC1)C=1C=CC(=NC1)NC=1C=CC(=C2CNC(C12)=O)C1=CN=C2N1C=CC(=C2)F)O 7-((5-((3R,4R)-4-fluoro-3-hydroxy-piperidin-1-yl)pyridin-2-yl)amino)-4-(7-fluoro-imidazo[1,2-a]pyridin-3-yl)isoindolin-1-one